FC(SN1C(C=2C(C1=O)=CC=CC2)=O)(Cl)Cl N-(fluorodichloromethylthio)phthalimide